N1=CC(=C2N1C=CC=N2)C(=O)ONCC=2C(=NC=C(C2)Cl)O (((5-chloro-2-hydroxypyridin-3-yl) methyl) amino) pyrazolo[1,5-a]pyrimidine-3-carboxylate